CN1N=C(C=C1C)NC1=NC=C(C(=O)NC([2H])([2H])[2H])C(=C1)NC1=C(C(=CC=C1)C1=NC=C(C=N1)F)OC 6-((1,5-dimethyl-1H-pyrazol-3-yl)amino)-4-((3-(5-fluoropyrimidin-2-yl)-2-methoxyphenyl)amino)-N-(methyl-d3)nicotinamide